(1S,2S)-N-(6-(5-ethyl-7-(ethyl-(methyl)amino)-6-fluoro-1H-indazol-4-yl)imidazo[1,2-b]pyridazin-2-yl)-2-fluorocyclopropane-1-carboxamide C(C)C=1C(=C2C=NNC2=C(C1F)N(C)CC)C=1C=CC=2N(N1)C=C(N2)NC(=O)[C@H]2[C@H](C2)F